ClC=1C=C2C=C(C(OC2=CC1O)=O)C(=O)N 6-chloro-7-hydroxycoumarin-3-carboxamide